ClC1=C(C(=O)NC2(CCN(CC2)C2=NC=C(N=C2)C=2C=3N(C=C(C2)OCCN2CCOCC2)N=CC3C#N)C)C(=CC=C1)C 2-chloro-N-(1-(5-(3-cyano-6-(2-morpholinoethoxy)pyrazolo[1,5-a]pyridin-4-yl)pyrazin-2-yl)-4-methylpiperidin-4-yl)-6-methylbenzamide